N[C@H](COC)C=1C=C(N=NC1Cl)NC(C(C)(C)C)=O (S)-N-(5-(1-amino-2-methoxyethyl)-6-chloropyridazin-3-yl)pivalamide